S1CCN2C(N=CC3=CC=CC1=C23)=O [1,4]thiazino[2,3,4-ij]quinazolin-5(3H)-one